3-methylazetidin-3-ol CC1(CNC1)O